C(C)(C)C1=C(C=CC=C1)C1=NC(=CC2=C1N=CN2C)N 4-(2-isopropylphenyl)-1-methyl-1H-imidazo[4,5-c]pyridin-6-amine